1-phenylpropan-2-yl ((S)-1-(((S)-4-(cyclopropylamino)-3,4-dioxo-1-((S)-2-oxopyrrolidin-3-yl)butan-2-yl)amino)-4-methyl-1-oxopentan-2-yl)carbamate C1(CC1)NC(C([C@H](C[C@H]1C(NCC1)=O)NC([C@H](CC(C)C)NC(OC(CC1=CC=CC=C1)C)=O)=O)=O)=O